(1r,4r)-2'-[3-(benzenesulfonyl)propyl]-4-(3-chloroanilino)-2',3'-dihydrospiro[cyclohexane-1,1'-indene]-4-carboxylic acid C1(=CC=CC=C1)S(=O)(=O)CCCC1C2(C3=CC=CC=C3C1)CCC(CC2)(C(=O)O)NC2=CC(=CC=C2)Cl